N-ethyl-N-(2-acryloyloxyethyl)-m-toluidine C(C)N(C1=CC(=CC=C1)C)CCOC(C=C)=O